N1=C(C(=CC(=C1)C(=O)O)C(=O)O)C(=O)O 2,3,5-pyridinetricarboxylic acid